6-((R)-3-(2,3-difluorophenyl)isoxazolidin-2-yl)-N-(3-(1-methyl-1H-pyrazol-4-yl)-5-((2R,3S)-2-methyl-3-((methyl-sulfonyl)meth-yl)azetidin-1-yl)-4-morpholinophenyl)pyrimidin-4-amine FC1=C(C=CC=C1F)[C@@H]1N(OCC1)C1=CC(=NC=N1)NC1=CC(=C(C(=C1)N1[C@@H]([C@H](C1)CS(=O)(=O)C)C)N1CCOCC1)C=1C=NN(C1)C